CC=1C=C(C(=O)N2CC3=CC(=CC=C3CC2)C(CC(=O)O)C2=C(C3=C(N(N=N3)CC)C=C2)C)C=C(C1)C 3-(2-(3,5-dimethylbenzoyl)-1,2,3,4-tetrahydroisoquinolin-7-yl)-3-(1-ethyl-4-methyl-1H-benzo[d][1,2,3]triazol-5-yl)propanoic acid